tert-Butyl (S)-2-(methoxy(methyl)carbamoyl)-4-oxoazetidine-1-carboxylate CON(C(=O)[C@H]1N(C(C1)=O)C(=O)OC(C)(C)C)C